C(C)(C)(C)OC(=O)NC1CCC(CC1)C(=O)O[C@H](CN1CCC(CC1)C1=CC2=C(N(C(N2C)=O)C2C(NC(CC2)=O)=O)C=C1)C [(1S)-2-[4-[1-(2,6-dioxo-3-piperidyl)-3-methyl-2-oxo-benzimidazol-5-yl]-1-piperidyl]-1-methyl-ethyl] 4-(tert-butoxycarbonylamino)cyclohexanecarboxylate